(R)-N-(1-(6-methylpyridazin-3-yl)ethyl)-6-(5-methylthiazol-2-yl)-8-((tetrahydro-2H-pyran-4-yl)oxy)quinazolin-4-amine CC1=CC=C(N=N1)[C@@H](C)NC1=NC=NC2=C(C=C(C=C12)C=1SC(=CN1)C)OC1CCOCC1